tert-butyl N-[(1R)-1-[[4-tert-butyl-2-[2-[tert-butyl(dimethyl)silyl]oxyethyl]phenyl]-hydroxy-methyl]-3-methyl-butyl]-N-(p-tolylsulfonyl)carbamate C(C)(C)(C)C1=CC(=C(C=C1)C([C@@H](CC(C)C)N(C(OC(C)(C)C)=O)S(=O)(=O)C1=CC=C(C=C1)C)O)CCO[Si](C)(C)C(C)(C)C